C1(CC1)NC(C)C1=CC=C(C=C1)C1=NOC(C1)(O)C(F)(F)F 3-{4-[1-(cyclopropylamino)ethyl]phenyl}-5-(trifluoromethyl)-4,5-dihydro-1,2-oxazol-5-ol